N-(4-chloro-1-(4-(trifluoro-methyl)benzyl)-1H-pyrazolo[3,4-c]pyridin-3-yl)-4-methylthiazole-5-carboxamide ClC1=C2C(=CN=C1)N(N=C2NC(=O)C2=C(N=CS2)C)CC2=CC=C(C=C2)C(F)(F)F